OCC1=NN(C=C1N(C(C)=O)CC1=CC=C2C=CC(=NC2=C1)NC([O-])=O)C N-[7-({N-[3-(hydroxymethyl)-1-methyl-1H-pyrazol-4-yl]acetamido}methyl)quinolin-2-yl]carbamate